1-[2-[(6-chloropyrazolo[3,4-d]pyrimidin-1-yl)methyl]-3-methyl-pyrrolidin-1-yl]ethan-1-one ClC1=NC=C2C(=N1)N(N=C2)CC2N(CCC2C)C(C)=O